3-(6-acetamido-3-pyridyl)-N-(4-fluoro-3-methoxy-phenyl)-N,8-dimethyl-imidazo[1,2-a]pyrazine-6-carboxamide C(C)(=O)NC1=CC=C(C=N1)C1=CN=C2N1C=C(N=C2C)C(=O)N(C)C2=CC(=C(C=C2)F)OC